methyl 4-chloroimidazo[1,5-a]quinoxaline-8-carboxylate ClC=1C=2N(C3=CC(=CC=C3N1)C(=O)OC)C=NC2